(S)- and (R)-2-(4-chlorophenyl)-2-((4-cyanophenethyl)amino)-N-(5-(1-methyl-1H-pyrazol-4-yl)pyridin-2-yl)-acetamide ClC1=CC=C(C=C1)[C@@H](C(=O)NC1=NC=C(C=C1)C=1C=NN(C1)C)NCCC1=CC=C(C=C1)C#N |r|